FC1=C(C(=C(C2=C(C(=C(C(=C12)F)F)F)F)F)F)[B-](C1=C(C2=C(C(=C(C(=C2C(=C1F)F)F)F)F)F)F)(C1=C(C2=C(C(=C(C(=C2C(=C1F)F)F)F)F)F)F)C1=C(C2=C(C(=C(C(=C2C(=C1F)F)F)F)F)F)F.C[NH+](CC1=CC=CC=C1)C Dimethylbenzylammonium tetrakis(perfluoronaphthalen-2-yl)borate